2-(2,4-difluorophenoxy)-N-pyridazin-4-yl-5-(trifluoromethyl)pyridine-3-carboxamide FC1=C(OC2=NC=C(C=C2C(=O)NC2=CN=NC=C2)C(F)(F)F)C=CC(=C1)F